4-[[2-(5-Chloro-2-hydroxy-phenyl)acetyl]amino]-N-(1-methylcyclobutyl)pyridine-2-carboxamide tert-butyl-2-(4-(3-methoxy-4-methylphenylcarbamoyl)cyclohexyl)hydrazinecarboxylate C(C)(C)(C)OC(=O)NNC1CCC(CC1)C(NC1=CC(=C(C=C1)C)OC)=O.ClC=1C=CC(=C(C1)CC(=O)NC1=CC(=NC=C1)C(=O)NC1(CCC1)C)O